benzyl N-[(1R,3R)-3-formylcyclohexyl]carbamate C(=O)[C@H]1C[C@@H](CCC1)NC(OCC1=CC=CC=C1)=O